The molecule is a prostaglandins E. It has a role as a platelet aggregation inhibitor, a vasodilator agent, an anticoagulant and a human metabolite. It is a conjugate acid of a prostaglandin E1(1-). CCCCC[C@@H](/C=C/[C@H]1[C@@H](CC(=O)[C@@H]1CCCCCCC(=O)O)O)O